6,8-Difluoroimidazo[1,5-a]pyridine-3-carboxylic acid ethyl ester C(C)OC(=O)C1=NC=C2N1C=C(C=C2F)F